C(#N)OC1=CC(=CC(=C1)C)C 1-cyanooxy-3,5-dimethylbenzene